methyl-3-hydroxy-4,5-dimethoxy-phenethylamine CNCCC1=CC(=C(C(=C1)OC)OC)O